2-Isocyanooxypropane [N+](#[C-])OC(C)C